N-(1-methylpiperidin-4-yl)-6-[3-(prop-2-enamido)phenyl]pyridine-2-carboxamide CN1CCC(CC1)NC(=O)C1=NC(=CC=C1)C1=CC(=CC=C1)NC(C=C)=O